5-(5-methoxy-1-methyl-1H-pyrazol-4-yl)-7-methyl-1H-pyrazolo[3,4-c]pyridine COC1=C(C=NN1C)C=1C=C2C(=C(N1)C)NN=C2